(1S,2S)-N-(6-(7-(1-acetamidoethyl)-5-chloro-6-fluoro-1H-indazol-4-yl)imidazo[1,2-a]pyrazin-2-yl)-2-fluorocyclopropane-1-carboxamide C(C)(=O)NC(C)C=1C(=C(C(=C2C=NNC12)C=1N=CC=2N(C1)C=C(N2)NC(=O)[C@H]2[C@H](C2)F)Cl)F